methyl 2-(5-(3,4-dichlorophenyl)-4-isopropylthiazol-2-ylamino)-5-(thiophen-2-yl)nicotinate ClC=1C=C(C=CC1Cl)C1=C(N=C(S1)NC1=C(C(=O)OC)C=C(C=N1)C=1SC=CC1)C(C)C